CS(=O)(=O)N1N=C(C=C1)CCC(=O)O 3-(1-(methylsulfonyl)-1H-pyrazol-3-yl)propionic acid